C(C)N(CC)C\C=C(\C)/CCC=C(C)C N,N-diethylnerylamine